(3R,4R,5R,6R)-4,5-bis(benzyloxy)-6-((benzyloxy)methyl)-N'-(2,2,2-trifluoroacetyl)tetrahydro-2H-pyran-3-carbohydrazide C(C1=CC=CC=C1)O[C@@H]1[C@@H](CO[C@@H]([C@@H]1OCC1=CC=CC=C1)COCC1=CC=CC=C1)C(=O)NNC(C(F)(F)F)=O